C(C)(C)(C)OC(NC1CN(CC1COC)C1=NC=2CC[C@@H](CC2C=C1)N)=O [1-[(6S)-6-amino-5,6,7,8-tetrahydroquinolin-2-yl]-4-(methoxymethyl)pyrrolidin-3-yl]carbamic acid tert-butyl ester